NC1=C2C(=NC=N1)N(N=C2C=2C=NN(C2)C)C(C)C=2OC1=CC=CC=C1C(C2C2=CC(=CC=C2)F)=O 2-(1-(4-Amino-3-(1-methyl-1H-pyrazol-4-yl)-1H-pyrazolo[3,4-d]pyrimidin-1-yl)ethyl)-3-(3-Fluorophenyl)-4H-chromen-4-one